NC1=NC=C(C2=C1C(=C(S2)C2=CC=C(C=C2)[N+](=O)[O-])C2=CC=C(C=C2)OC2=NC=CC(=N2)C)P(C)(C)=O (4-amino-3-(4-((4-methylpyrimidin-2-yl)oxy)phenyl)-2-(4-nitrophenyl)thieno[3,2-c]pyridin-7-yl)dimethylphosphine oxide